FC(C1=NN=C(O1)C=1C=CC(=NC1)CN1C(N(C2(CNC2)C1=O)C1=CC=CC=C1)=O)F 7-((5-(5-(difluoromethyl)-1,3,4-oxadiazol-2-yl)pyridin-2-yl)methyl)-5-phenyl-2,5,7-triazaspiro[3.4]octan-6,8-dione